(7R)-2-(4-phenoxyphenyl)-7-[1-(prop-2-enoyl)piperidin-4-yl]-4,5,6,7-tetrahydro-2H-pyrazolo[4,3-b]pyridine-3-carboxamid O(C1=CC=CC=C1)C1=CC=C(C=C1)N1N=C2C(NCC[C@@H]2C2CCN(CC2)C(C=C)=O)=C1C(=O)N